FC1([C@H](C=2C(=CN(C2CC1)C1=CC(=C(C#N)C=C1)C(F)F)S(=O)(=O)CF)O)F (S)-4-(5,5-difluoro-3-((fluoromethyl)sulfonyl)-4-hydroxy-4,5,6,7-tetrahydro-1H-indol-1-yl)-2-(difluoromethyl)benzonitrile